Oxaborole O1B=CC=C1